ethyl 2-[1-(3-bromophenyl)-3,3-difluorocyclobutyl]acetate BrC=1C=C(C=CC1)C1(CC(C1)(F)F)CC(=O)OCC